6-(3-methylimidazo[4,5-c]pyridin-7-yl)pyrazine-2-carboxylate CN1C=NC2=C1C=NC=C2C2=CN=CC(=N2)C(=O)[O-]